1,11-bis(isopropylamino)-3,6,9-triazaundecan C(C)(C)NCCNCCNCCNCCNC(C)C